FC=1C=C(C=CC1C1=NC=2C=CNC(C2C(=C1)NC1=NC=C(C=C1)N1CC(CC1)C(C)C)=O)NC(=O)C1CCCCC1 N-(3-fluoro-4-(4-((5-(3-isopropyl-pyrrolidin-1-yl)pyridin-2-yl)amino)-5-oxo-5,6-dihydro-1,6-naphthyridin-2-yl)phenyl)cyclohexane-carboxamide